3-[2-[tert-butoxycarbonyl-(methyl)amino]ethoxy]-5-fluoro-4-nitro-benzoic acid methyl ester COC(C1=CC(=C(C(=C1)F)[N+](=O)[O-])OCCN(C)C(=O)OC(C)(C)C)=O